C1(CCCCCC1)N(C(=O)NC1=CC=C(C=C1)OC(F)(F)F)CC1=CC=2N(C=C1)N=CC2 1-Cycloheptyl-1-(pyrazolo[1,5-a]pyridin-5-ylmethyl)-3-(4-(trifluoromethoxy)phenyl)urea